N1CCC2(CC1)C(=C1C(OCC1)=C2)N dihydrospiro[cyclopenta[b]furan-5,4'-piperidin]-4-amine